ClC1=C(NC(=C1Cl)C)C(=O)NC1=C(OCC2CN(CCC2)C(=O)OC(C)(C)C)C=C(C=C1)C(=O)OC tert-butyl 3-((2-(3,4-dichloro-5-methyl-1H-pyrrole-2-carboxamido)-5-(methoxycarbonyl)phenoxy)methyl)piperidine-1-carboxylate